N[C@H](C)C1=CNC(C2=CC=CC=C12)=O |r| racemic-4-(1-aminoethyl)isoquinolin-1(2H)-one